N-[4-(2-cyanopropan-2-yl)phenyl]-6-[2-(2,2-difluoroethoxy)phenyl]-2-(oxetan-3-yl)-5-oxo-2,5-dihydropyridazine-4-carboxamide C(#N)C(C)(C)C1=CC=C(C=C1)NC(=O)C1=CN(N=C(C1=O)C1=C(C=CC=C1)OCC(F)F)C1COC1